C(=C)S(=O)(=O)N1CCC(CC1)N 1-(vinylsulfonyl)piperidin-4-amine